3-(6-nitro-1,3-dioxo-1H-benzoisoquinolin-2(3H)-yl)propionic acid [N+](=O)([O-])C=1C=C2CC(N(C(C2=C2C1C=CC=C2)=O)CCC(=O)O)=O